8-fluoro-7-(trifluoromethyl)-2,3-dihydro-4H-thiopyrano[3,2-c]pyridin-4-one FC=1C2=C(C=NC1C(F)(F)F)C(CCS2)=O